ClC1=CC=C(C=N1)CN(C(=C(C=CC=1SC=CC1)[N+](=O)[O-])NC)CC N-((6-chloropyridin-3-yl)methyl)-N-ethyl-N'-methyl-2-nitro-4-(thiophen-2-yl)but-1,3-diene-1,1-diamine